N-(trans-3-((4-Methoxy-5-(quinoxalin-6-yl)pyrrolo[2,1-f][1,2,4]triazin-2-yl)amino)-1-methylcyclobutyl)acetamide COC1=NC(=NN2C1=C(C=C2)C=2C=C1N=CC=NC1=CC2)NC2CC(C2)(C)NC(C)=O